C1=CC=CC=2C3=CC=CC=C3C(C12)COC(=O)N[C@@H](CC(C)C)C(=O)O 9-fluorenylmethoxycarbonyl-L-leucine